6-bromo-7-chloro-3-fluoro-1H-indazole BrC1=CC=C2C(=NNC2=C1Cl)F